FC=1C=C(CN2CC(N(CC2)C2CC3(C2)CCN(CC3)C(=O)OC(C)(C)C)C3=C(C=CC=C3)C(C)C)C=C(C1)F tert-butyl 2-(4-(3,5-difluorobenzyl)-2-(2-isopropylphenyl) piperazin-1-yl)-7-azaspiro[3.5]nonane-7-carboxylate